C1(=CC=CC2=CC=CC=C12)N1C(CC1)C#N 1-(Naphthalen-1-yl)azetidine-2-carbonitrile